decadienyl-carboxylate C(=CC=CCCCCCC)C(=O)[O-]